C(C)OC(C(C(C)C)C1=CC(=NO1)OCC1CCC(CC1)=O)=O.OC[C@H](C)NC(=O)C=1C(N(N=C(C1)C1=CC=C(C=C1)C)C=1C=NC=CC1)=O N-[(2S)-1-Hydroxypropan-2-yl]-6-(4-methyl-phenyl)-3-oxo-2-(pyridin-3-yl)-2,3-dihydropyridazine-4-carboxamide ethyl-3-methyl-2-[3-[(4-oxocyclohexyl)methoxy]isoxazol-5-yl]butanoate